ClC=1C2=C(N(C(N1)=O)C=1C(=NC=CC1C)C(C)C)N=C(C(=C2)F)C2=C(C=CC=C2)F 4-chloro-6-fluoro-7-(2-fluorophenyl)-1-(2-isopropyl-4-methylpyridin-3-yl)pyrido[2,3-d]pyrimidin-2(1H)-one